5-((4-(4-(4-((9-cyclopentyl-8-(phenylamino)-9H-purin-2-yl)amino)phenyl)piperazin-1-yl)piperidin-1-yl)methyl)-2-(2,6-dioxopiperidin-3-yl)-4-fluoroisoindoline-1,3-dione C1(CCCC1)N1C2=NC(=NC=C2N=C1NC1=CC=CC=C1)NC1=CC=C(C=C1)N1CCN(CC1)C1CCN(CC1)CC=1C(=C2C(N(C(C2=CC1)=O)C1C(NC(CC1)=O)=O)=O)F